BrC=1C=CC(=NC1OCC1CC1)C(=O)N[C@H](C(=O)OC)CC(C)C (S)-Methyl 2-(5-bromo-6-(cyclopropylmethoxy)picolinamido)-4-methylpentanoate